ClC=1C(=NC(=NC1)N[C@H]1CN(CC1)C(=O)O)NC1=C(C=CC=C1)S(=O)(=O)C(C)C (R)-3-((5-Chloro-4-((2-(isopropylsulfonyl)phenyl)amino)pyrimidin-2-yl)amino)pyrrolidine-1-carboxylic acid